COC1=CC(=C2C=CC=NC2=C1)C1(CC1)NC(=O)C=1C=C(OC([C@H]2N(CC2)C(=O)OC(C)(C)C)([2H])[2H])C=CC1C tert-butyl (S)-2-((3-((1-(7-methoxyquinolin-5-yl)cyclopropyl)carbamoyl)-4-methylphenoxy)methyl-d2)azetidine-1-carboxylate